cerium-indium [In].[Ce]